C(C)(=O)NC=1C=C(C=CC1OCC)S(=O)(=O)NC1=C(C=CC=C1)C#CC=1C=CC=NC1 5-{2-[2-(3-Acetamido-4-ethoxybenzensulfonamido)phenyl]ethynyl}pyridin